N-(2-methoxyethyl)-5-methylpyrazolo[1,5-a]pyridine-7-carboxamide COCCNC(=O)C1=CC(=CC=2N1N=CC2)C